5-(7-bromo-2,6-dichloro-8-fluoroquinazoline-4-yl)-N,N-dimethyl-5,6,7,8-tetrahydro-4H-pyrazolo[1,5-a][1,4]diazepine-2-carboxamide BrC1=C(C=C2C(=NC(=NC2=C1F)Cl)N1CC=2N(CCC1)N=C(C2)C(=O)N(C)C)Cl